BrCC([C@H](C[C@H]1C(NCC1)=O)NC(OC(C)(C)C)=O)=O Tert-butyl (S)-4-bromo-3-oxo-1-((S)-2-oxopyrrolidin-3-yl)butan-2-ylcarbamate